C([O-])([O-])=O.[Li+].[Li+] Lithium Carbonat